2-(4-cyclopropyl-6-methoxy-pyrimidin-5-yl)-4-[[4-[1-methyl-4-(trifluoromethyl)imidazol-2-yl]phenyl]methoxy]-5-[1-(trifluoromethyl)cyclopropyl]pyrimidine C1(CC1)C1=NC=NC(=C1C1=NC=C(C(=N1)OCC1=CC=C(C=C1)C=1N(C=C(N1)C(F)(F)F)C)C1(CC1)C(F)(F)F)OC